1-butylimidazole bistrifluoromethanesulfonimide salt [N-](S(=O)(=O)C(F)(F)F)S(=O)(=O)C(F)(F)F.C(CCC)N1C=NC=C1